(1R,4R)-4-(((5-fluoro-2-((1-methyl-1H-pyrazol-4-yl)amino)pyrimidin-4-yl)oxy)methyl)cyclohexan-1-ol FC=1C(=NC(=NC1)NC=1C=NN(C1)C)OCC1CCC(CC1)O